C([O-])([O-])=O.[K+].O1COC=C1.O1COC=C1.[K+] bis([1,3]dioxole) Potassium carbonate